tert-Butyl 4-(3-(2-fluorophenyl)-2-methyl-6-oxo-5-(o-tolyl)-6H-pyrimido[1,6-b]pyridazin-8-yl)piperazine-1-carboxylate FC1=C(C=CC=C1)C1=CC=2N(N=C1C)C(=NC(C2C2=C(C=CC=C2)C)=O)N2CCN(CC2)C(=O)OC(C)(C)C